tert-butyl (2S,4R)-4-((tert-butyldiphenylsilyl)oxy)-2-carbamoylpyrrolidine-1-carboxylate [Si](C1=CC=CC=C1)(C1=CC=CC=C1)(C(C)(C)C)O[C@@H]1C[C@H](N(C1)C(=O)OC(C)(C)C)C(N)=O